1-((7-(6-chloro-1-(2-fluoro-5-azaspiro[3.4]octan-7-yl)-1,2,3,4-tetrahydroquinolin-8-yl)thieno[3,2-b]pyridin-2-yl)methyl)pyrrolidine-2,5-dione, formic acid salt C(=O)O.ClC=1C=C2CCCN(C2=C(C1)C1=C2C(=NC=C1)C=C(S2)CN2C(CCC2=O)=O)C2CNC1(CC(C1)F)C2